2-METHYL-5-(PYRROLIDIN-1-YLSULFONYL)PHENYLBORONIC ACID CC1=C(C=C(C=C1)S(=O)(=O)N1CCCC1)B(O)O